N-(2-fluoro-5-(5-(furan-2-yl)-1,3,4-oxadiazol-2-yl)phenyl)-2-methoxy-5-(3-(piperidin-1-yl)propyl)benzamide FC1=C(C=C(C=C1)C=1OC(=NN1)C=1OC=CC1)NC(C1=C(C=CC(=C1)CCCN1CCCCC1)OC)=O